1-Methyl-4-(prop-1-en-2-yl)cyclohexyl-4-hydroxybenzoat CC1(CCC(CC1)C(=C)C)OC(C1=CC=C(C=C1)O)=O